NC(C(=O)NC1=CC=C(C=C1)C1=C2C(=NC=C1)NC=C2)CC(C)(C)C 2-Amino-4,4-dimethyl-N-[4-(1H-pyrrolo[2,3-b]pyridin-4-yl)phenyl]pentanamide